[Si](C)(C)(C(C)(C)C)OCC=1N=NC(=CC1NC1=CC(=NC=N1)NC(=O)C1CC(C1)N1CCC(CC1)CC(=O)OC(C)(C)C)C1=C(C=CC(=C1)Cl)F tert-butyl 2-{1-[3-({6-[(3-{[(tert-butyldimethylsilyl)oxy]methyl}-6-(5-chloro-2-fluorophenyl)pyridazin-4-yl)amino]pyrimidin-4-yl}carbamoyl)cyclobutyl]piperidin-4-yl}acetate